ClC1=C(C(=C(C=C1)C=1N=NN(C1)[C@H]1[C@H]([C@H](O[C@@H]([C@@H]1OC)CC1=CC(=NO1)C(C)(C)O)CO)O)F)F (2R,3R,4S,5R,6R)-4-(4-(4-chloro-2,3-difluorophenyl)-1H-1,2,3-triazol-1-yl)-2-(hydroxymethyl)-6-((3-(2-hydroxypropan-2-yl)isoxazol-5-yl)methyl)-5-methoxytetrahydro-2H-pyran-3-ol